(1S,2R,3S,4R)-2,3-dihydroxy-4-(4-(methylamino)-7H-pyrrolo[2,3-d]pyrimidin-7-yl)-N-(piperidin-4-ylmethyl)cyclopentane-1-carboxamide O[C@@H]1[C@H](C[C@H]([C@@H]1O)N1C=CC2=C1N=CN=C2NC)C(=O)NCC2CCNCC2